C(C)(=O)OC1C(CC=2C(=NC=C(C21)Cl)C)CO[Si](C2=CC=CC=C2)(C2=CC=CC=C2)C(C)(C)C [6-[[tert-Butyl(diphenyl)silyl]oxymethyl]-4-chloro-1-methyl-6,7-dihydro-5H-cyclopenta[c]pyridin-5-yl] acetate